CC1=C(C(=O)C(=C(C1=O)OC)OC)C/C=C(\C)/CC/C=C(\C)/CC/C=C(\C)/CC/C=C(\C)/CC/C=C(\C)/CC/C=C(\C)/CC/C=C(\C)/CC/C=C(\C)/CC/C=C(\C)/CCC=C(C)C 2,3-dimethoxy-5-methyl-6-decaprenylbenzoquinone